(2-(3-((1H-indol-5-yl)oxy)phenyl)-1H-imidazol-4-yl)(5-methylthiazol-2-yl)methanol N1C=CC2=CC(=CC=C12)OC=1C=C(C=CC1)C=1NC=C(N1)C(O)C=1SC(=CN1)C